tert-Butyl 2-((2-chloropyrimidin-5-yl)oxy)-2-methylpropanoate ClC1=NC=C(C=N1)OC(C(=O)OC(C)(C)C)(C)C